benzyl-octyl-dimethyl-ammonium chloride [Cl-].C(C1=CC=CC=C1)[N+](C)(C)CCCCCCCC